ClC1=C(C(=CC=C1)Cl)COC=1C=NC(=NC1)N1CCN(CC(C1)O)C(=O)N 4-{5-[(2,6-dichlorophenyl)methoxy]pyrimidin-2-yl}-6-hydroxy-1,4-diazepane-1-carboxamide